FC=1C=C(C=CC1F)N1C(CCCC12CCN(CC2)C2=NC(=NC(=C2)OC2CCOCC2)C(=O)OC)=O methyl 4-(1-(3,4-difluorophenyl)-2-oxo-1,9-diazaspiro[5.5]undecan-9-yl)-6-((tetrahydro-2H-pyran-4-yl)oxy)pyrimidine-2-carboxylate